COC(CCSC1=C(C(=NC=C1)Cl)Cl)=O 3-((2,3-dichloropyridin-4-yl)thio)propionic acid methyl ester